Cl.Cl.CN1CCN(CC1)[C@@H]1[C@@H](NCC1)C 1-Methyl-4-((2S,3S)-2-methylpyrrolidin-3-yl)piperazine dihydrochloride